C1(CC1)C(=O)C=1C(NC(C1O)CCC)=O 3-(cyclopropanecarbonyl)-4-hydroxy-5-propyl-2,5-dihydro-pyrrol-2-one